1,5-dihydro-4H-pyrazolo[4,3-c]quinoline-4-one N1N=CC=2C(NC=3C=CC=CC3C21)=O